6-chloro-4-methyl-3-(5-(1-methyl-1H-indol-3-yl)-1-propionyl-4,5-dihydro-1H-pyrazol-3-yl)quinolin-2(1H)-one ClC=1C=C2C(=C(C(NC2=CC1)=O)C1=NN(C(C1)C1=CN(C2=CC=CC=C12)C)C(CC)=O)C